NCC(=O)NCC(F)(F)F 2-amino-N-(2,2,2-trifluoroethyl)acetamide